ClC=1C=C(C=C(C1OC=1C=C2CCN(C(C2=CC1)=O)CC1=CC(=C(C=C1)F)Cl)Cl)N1N=CC(NC1=O)=O 2-(3,5-dichloro-4-((2-(3-chloro-4-fluorobenzyl)-1-oxo-1,2,3,4-tetrahydroisoquinolin-6-yl)oxy)phenyl)-1,2,4-triazine-3,5(2H,4H)-dione